(R)-N-(6-(3-(2-ethoxyphenoxy)piperidin-1-yl)pyrazin-2-yl)-6-methoxybenzo[d]thiazol-2-amine C(C)OC1=C(O[C@H]2CN(CCC2)C2=CN=CC(=N2)NC=2SC3=C(N2)C=CC(=C3)OC)C=CC=C1